C(C)OC1=C(C=C(C=C1)F)S(=O)(=O)[N-]C1=CC=2C=3N([C@H](COC2N=C1)C)N=CC3.[K+] potassium [(2-ethoxy-5-fluorophenyl)sulfonyl][(5S)-5-methyl-5,6-dihydropyrazolo[1,5-d]pyrido[3,2-f][1,4]oxazepin-10-yl]azanide